OC(C)C1(CC(C1)C(=O)OC(C)(C)C)[N+](=O)[O-] tert-Butyl 3-(1-hydroxyethyl)-3-nitro-cyclobutanecarboxylate